C(C)(C)N1N=C(C(N(C1=O)C1=CC=CC=C1)=O)C(=O)N 2-isopropyl-3,5-dioxo-4-phenyl-2,3,4,5-tetrahydro-1,2,4-triazine-6-carboxamide